C(C)(C)C=1C=C(C=CC1)NC1=C2C(=NC3=CC=NC=C13)N1C(=N2)C=NC=C1 N-(3-isopropylphenyl)pyrazino[6',1':2,3]imidazo[4,5-b][1,6]naphthyridin-12-amine